1-[3-(difluoromethyl)-6-[5-[[6-(2-morpholinoethoxy)pyridazin-3-yl]amino]benzimidazol-1-yl]-2-pyridyl]-5-methyl-pyrazole-3-carbonitrile FC(C=1C(=NC(=CC1)N1C=NC2=C1C=CC(=C2)NC=2N=NC(=CC2)OCCN2CCOCC2)N2N=C(C=C2C)C#N)F